((4-fluorophenyl)(methoxy)methyl)-2-(piperazin-1-yl)pyrimidine FC1=CC=C(C=C1)C(OC)C1=NC(=NC=C1)N1CCNCC1